N-(2-(1H-pyrazol-1-yl)ethyl)-5-phenylisoxazole-3-carboxamide N1(N=CC=C1)CCNC(=O)C1=NOC(=C1)C1=CC=CC=C1